FC=1C=C(C=NC1OC1=CC=NC2=CC(=C(N=C12)OC)OCC1=CC=C(C=C1)OC)NC(=O)C1(CC1)C(=O)NC1=CC=C(C=C1)F 1-N'-[5-fluoro-6-[[6-methoxy-7-[(4-methoxyphenyl)methoxy]-1,5-naphthyridin-4-yl]oxy]pyridin-3-yl]-1-N-(4-fluorophenyl)cyclopropane-1,1-dicarboxamide